CN(C(O)=O)[C@H](C(=O)N1[C@@H](C[C@H](C1)C(F)(F)F)C(N[C@H](C(C(=O)NC)=O)CCC(C)(F)F)=O)C(C)(C)C.C(C)(=O)N1C=CCC1 Acetyl-pyrroline Methyl-((S)-1-((2S,4R)-2-(((S)-6,6-difluoro-1-(methylamino)-1,2-dioxoheptan-3-yl)carbamoyl)-4-(trifluoromethyl)pyrrolidin-1-yl)-3,3-dimethyl-1-oxobutan-2-yl)carbamate